tert-Butyl (2S,3R)-2-({3-[(6-amino-3-bromo-5-fluoropyridin-2-yl)oxy]-2-fluorophenyl}methyl)-4,4-difluoro-3-[(methanesulfonyl)amino]pyrrolidine-1-carboxylate Cesium carbonate C([O-])([O-])=O.[Cs+].NC1=C(C=C(C(=N1)OC=1C(=C(C=CC1)C[C@@H]1N(CC([C@@H]1NS(=O)(=O)C)(F)F)C(=O)OC(C)(C)C)F)Br)F.[Cs+]